BrC1=CC=C(C=C1)S(=O)(=O)N=CN(C)C 4-bromo-N-[(dimethylamino)methylidene]benzenesulfonamide